gallium-holmium [Ho].[Ga]